2-(2-oxabicyclo[2.2.1]heptan-4-yl)-N-(1-cyclopropyl-2-oxo-1,2-dihydropyridin-3-yl)-7-isopropoxyimidazo[1,2-a]pyridine-6-carboxamide C12OCC(CC1)(C2)C=2N=C1N(C=C(C(=C1)OC(C)C)C(=O)NC=1C(N(C=CC1)C1CC1)=O)C2